CC(C(=O)O)Cl Methyl-chloroacetic acid